3-fluoro-4-(2-(3-(1-methyl-1H-pyrazol-5-yl)phenoxy)ethoxy)benzonitrile FC=1C=C(C#N)C=CC1OCCOC1=CC(=CC=C1)C1=CC=NN1C